1-(pyridin-3-yl)piperidin-4-amine N1=CC(=CC=C1)N1CCC(CC1)N